C(C)C(C(=O)[O-])CCCC.[Cs+] Cesium 2-ethylhexanoate